ClC1=C(C=CC(=C1)Cl)C=1CCCC2=C(C1C1=NC=C(C=C1)C=C1CN(C1)CCCF)C=CC(=C2)C(=O)O 8-(2,4-Dichlorophenyl)-9-(5-((1-(3-fluoropropyl)azetidin-3-ylidene)methyl)pyridin-2-yl)-6,7-dihydro-5H-benzo[7]annulene-3-carboxylic acid